FC(COC=1C(NC=CC1)=O)(F)F (2,2,2-trifluoroethoxy)pyridin-2-one